ClC=1C(=NC(=NC1)NC1=C(C=C(C=C1)N1CCNCC1)OC)NC1=C(C=CC=C1)P(C)C (2-((5-chloro-2-((2-methoxy-4-(piperazin-1-yl)phenyl)amino)pyrimidin-4-yl)amino)phenyl)dimethylphosphine